tert-Butyl (3-(4-isopropylphenyl)cyclobutyl)(methyl)carbamate C(C)(C)C1=CC=C(C=C1)C1CC(C1)N(C(OC(C)(C)C)=O)C